(S)-N-(1-(2-chloro-3-(trifluoromethyl)phenyl)-1,4,5,7-tetrahydropyrano[3,4-c]pyrazol-4-yl)-5,6,7,8-tetrahydroimidazo[1,5-a]pyridine-1-carboxamide ClC1=C(C=CC=C1C(F)(F)F)N1N=CC2=C1COC[C@H]2NC(=O)C=2N=CN1C2CCCC1